[PH3]=O Phosphin-oxide